FC(C(C(C(S(=O)(=O)[O-])(F)F)(F)F)(F)F)(F)F nonafluoro-1-butanesulfonate